2-((6-(1,1-difluoroethyl)-2-methylpyridin-3-yl)sulfonyl)-N-methyl-N-(tetrahydro-2H-pyran-4-yl)-2-azaspiro[3.3]heptan-6-amine FC(C)(F)C1=CC=C(C(=N1)C)S(=O)(=O)N1CC2(C1)CC(C2)N(C2CCOCC2)C